CN(CCONC(=O)C1=CC=C(C=C1)N\C(=C\1/C(NC2=CC(=C(C=C12)C)C(=O)OC)=O)\C1=CC=CC=C1)C (Z)-Methyl 3-(((4-((2-(dimethylamino)ethoxy)carbamoyl)phenyl)amino)(phenyl)methylene)-5-methyl-2-oxoindoline-6-carboxylate